ClC=1C2=C(C3=C(CN(S(N3)(=O)=O)CC=3C=NC=CC3)C1)NC=C2Cl 6,7-dichloro-3-(3-pyridylmethyl)-4,9-dihydro-1H-pyrrolo[3,2-h][2,1,3]benzothiadiazine 2,2-dioxide